butyl (S)-2-(((tert-butyldiphenylsilyl)oxy)methyl)-5-oxopyrrolidine-1-carboxylate [Si](C1=CC=CC=C1)(C1=CC=CC=C1)(C(C)(C)C)OC[C@H]1N(C(CC1)=O)C(=O)OCCCC